Cl.FC1=CC(=CC2=C1N=C(S2)C2CCNCC2)C=2C=CC=1N(N2)C=C(N1)C 4-fluoro-6-(2-methylimidazo[1,2-b]pyridazin-6-yl)-2-(4-piperidinyl)-1,3-benzothiazole hydrochloride